6-cyclopropoxy-2-(1-(2-(4-(4-(2,4-dioxotetrahydropyrimidin-1(2H)-yl)-1H-indol-1-yl)piperidin-1-yl)acetyl)piperidin-4-yl)-N-(imidazo[1,2-b]pyridazin-3-yl)-2H-indazole-5-carboxamide C1(CC1)OC=1C(=CC2=CN(N=C2C1)C1CCN(CC1)C(CN1CCC(CC1)N1C=CC2=C(C=CC=C12)N1C(NC(CC1)=O)=O)=O)C(=O)NC1=CN=C2N1N=CC=C2